6-(7-((6-(difluoromethoxy)-2-methyl-2,3,4,5-tetrahydropyridin-3-yl)sulfonyl)-7-azaspiro[3.5]nonan-2-yl)-2-oxa-6-azaspiro[3.3]heptane FC(OC=1CCC(C(N1)C)S(=O)(=O)N1CCC2(CC(C2)N2CC3(COC3)C2)CC1)F